2-Iodoperfluorobutane IC(C(F)(F)F)(C(C(F)(F)F)(F)F)F